FC(C1N(C1)C1=CC=CC=2NC=NC21)(F)F 4-(2-(trifluoromethyl)aziridin-1-yl)-1H-benzo[d]imidazole